6,8-Dimethyl-2-[5-(1,2,3,6-tetrahydropyridin-4-yl)[1,3]thiazolo[5,4-d][1,3]thiazol-2-yl]imidazo[1,2-a]pyrazin CC=1N=C(C=2N(C1)C=C(N2)C=2SC=1N=C(SC1N2)C=2CCNCC2)C